methyl 4-((S)-1-((R)-4-(3-bromobenzyl)morpholine-3-carboxamido)ethyl)-2-hydroxybenzoate BrC=1C=C(CN2[C@H](COCC2)C(=O)N[C@@H](C)C2=CC(=C(C(=O)OC)C=C2)O)C=CC1